NC1=C(C=C2CNC(C2=C1)=O)F 6-amino-5-fluoro-isoindolin-1-one